C12(CC2C1)C(=O)N1CC(C1)C1=NN(C2=NC=CC(=C21)CO)C2=CC=C(C=C2)OC(F)(F)F Bicyclo[1.1.0]butan-1-yl(3-(4-(hydroxymethyl)-1-(4-(trifluoromethoxy)phenyl)-1H-pyrazolo[3,4-b]pyridin-3-yl)azetidin-1-yl)methanone